2-Amino-5-fluoro-4-(5-fluoro-3-((3R,4R)-3-hydroxy-4-(isopropyl(methyl)amino)pyrrolidin-1-yl)-7,9-dihydrofuro[3,4-f]quinazolin-6-yl)benzo[b]thiophene-3-carbonitrile NC1=C(C2=C(S1)C=CC(=C2C=2C1=C(C=3C=NC(=NC3C2F)N2C[C@H]([C@@H](C2)N(C)C(C)C)O)COC1)F)C#N